4-(4-(4-Methoxyphenyl)-6-(quinolin-3-yl)pyrimidin-2-yl)piperazine-1-carboxylate COC1=CC=C(C=C1)C1=NC(=NC(=C1)C=1C=NC2=CC=CC=C2C1)N1CCN(CC1)C(=O)[O-]